N1C(=NC2=C1C=CC=C2)C(N2C(C1=CC(=CC=C1C2)C=2CCNCC2)=O)C2=C(C=CC(=C2)F)OC 2-((1H-benzo[d]imidazol-2-yl)(5-fluoro-2-methoxyphenyl)methyl)-6-(1,2,3,6-tetrahydropyridin-4-yl)isoindolin-1-one